FC1(CC12CC(C2)CC(=O)N(C=2C=C1C(=NC2)N=C(N1)C1=NNC=2C[C@@]3([C@H](CC12)C3)C)C)F 2-(1,1-Difluorospiro[2.3]hexan-5-yl)-N-methyl-N-(2-((4aS,5aR)-5a-methyl-1,4,4a,5,5a,6-hexahydrocyclopropa[f]indazol-3-yl)-1H-imidazo[4,5-b]pyridin-6-yl)acetamide